COC1=C(C=C(C=C1)NC1=NC(=CC(=N1)NC)C)N1N=CC(=C1)CN1CCCC1 2-N-[4-methoxy-3-[4-(pyrrolidin-1-ylmethyl)-1H-pyrazol-1-yl]phenyl]-4-N,6-dimethylpyrimidine-2,4-diamine